C(C1=CC=CC=C1)NC1=NN(C2=C1C=NC(=C2)NC(C)=O)C2=NC(=NC(=C2)C)C(C)(F)F N-(3-(Benzylamino)-1-(2-(1,1-difluoroethyl)-6-methylpyrimidin-4-yl)-1H-pyrazolo[4,3-c]pyridin-6-yl)acetamide